4-Chloro-5-(4-(difluoromethoxy)-6-((R*)-3,3,3-trifluoro-2-methylpropyl)pyridin-3-yl)-1-ethyl-N-(((1s,4S)-1-hydroxy-4-(methylsulfonyl)cyclohexyl)methyl)-1H-pyrazole-3-carboxamide ClC=1C(=NN(C1C=1C=NC(=CC1OC(F)F)C[C@H](C(F)(F)F)C)CC)C(=O)NCC1(CCC(CC1)S(=O)(=O)C)O |o1:17|